Methyl (4S)-5-(4-methylpiperazin-1-yl)-5-oxo-4-[[4-(1H-1,2,3-triazol-1-yl)phenyl]formamido]-pentanoate CN1CCN(CC1)C([C@H](CCC(=O)OC)NC(=O)C1=CC=C(C=C1)N1N=NC=C1)=O